FC(C(=O)O)(F)F.ClC1=C(C=CC(=C1)[N+](=O)[O-])N1CCC2(CC(C2)N)CC1 7-(2-chloro-4-nitrophenyl)-7-azaspiro[3.5]nonan-2-amine trifluoroacetic acid salt